BrC1=C(C#N)C(=CC=C1)C1=CC2=C(N=C(N=C2)S(=O)(=O)C)N(C1=O)C 2-Bromo-6-(8-methyl-2-methylsulfonyl-7-oxopyrido[2,3-d]pyrimidin-6-yl)benzonitrile